bis(4'-vinylphenoxy)methane C(=C)C1=CC=C(OCOC2=CC=C(C=C2)C=C)C=C1